CSC1=NC(=CC=C1CNC(CC(C)C1=CC=CC=C1)=O)C(C)C N-[(2-methylsulfanyl-6-propan-2-ylpyridin-3-yl)methyl]-3-phenylbutanamide